C1=NC=CC2=C(C=CC=C12)COC=1C=CC2=C(C(=C(O2)C)C(=O)NC2CCN(CC2)C)C1 5-(isoquinolin-5-ylmethoxy)-2-methyl-N-(1-methylpiperidin-4-yl)benzofuran-3-carboxamide